OC=1C=CC=C2NC=C(CCN(CC=C)CCC)C12 4-hydroxy-N-propyl-N-allyltryptamine